(1S,2S)-2-fluoro-N-(3-(5-methoxybenzo[d]thiazol-6-yl)-1H-pyrazolo[3,4-b]pyridin-6-yl)cyclopropane-1-carboxamide F[C@@H]1[C@@H](C1)C(=O)NC1=CC=C2C(=N1)NN=C2C2=CC1=C(N=CS1)C=C2OC